C(C(C)C)N1C=CC=2C(=CC(=CC12)C#CCNC1=C(C=C(C=C1)S(=O)(=O)C)OC)NC1CCN(CC1)C 1-isobutyl-6-[3-(2-methoxy-4-methylsulfonyl-anilino)prop-1-ynyl]-N-(1-methyl-4-piperidyl)indol-4-amine